FC1([C@H]2CNC(N(C[C@@H]12)CC1=CC=2N(N=C1)C=C(N2)[C@@H](NC(=O)C2=CC=NN2C(C)C)C2CCC(CC2)(F)F)=O)F N-((S)-(7-(((1S,7R)-8,8-difluoro-4-oxo-3,5-diazabicyclo[5.1.0]octan-3-yl)methyl)imidazo[1,2-b]pyridazin-2-yl)(4,4-difluorocyclohexyl)methyl)-1-isopropyl-1H-pyrazole-5-carboxamide